((1s,3s)-3-Hydroxy-3-methylcyclobutyl)(7-(3-methoxy-2-methylphenyl)-2-azaspiro[3.5]nonan-2-yl)methanon OC1(CC(C1)C(=O)N1CC2(C1)CCC(CC2)C2=C(C(=CC=C2)OC)C)C